COC=1C(=C(C=C(C1)OC)O)C 3,5-dimethoxy-2-methylphenol